N-[5-(5-difluoromethoxy-2-pyridyl)-4-fluoro-2-tolyl]-1,7a-diaza-3-indenecarboxamide FC(OC=1C=CC(=NC1)C=1C(=CC(=C(C1)C)NC(=O)C=1C=NN2C=CC=CC12)F)F